FC1=CC=C(C=C1)C1=NN2C(CN(CC2)C)=C1C1=CC(=NC=C1)NC(CC=1N=CSC1)=O N-(4-(2-(4-fluorophenyl)-5-methyl-4,5,6,7-tetrahydropyrazolo[1,5-a]pyrazin-3-yl)pyridin-2-yl)-2-(thiazol-4-yl)acetamide